C(C1=CC=CC=C1)OC1=C(N2C(C3=CC(=CC=C13)Br)=NC(=N2)C2=CC=CC=C2)C(=O)O 6-benzyloxy-9-bromo-2-phenyl-[1,2,4]triazolo[5,1-a]isoquinoline-5-carboxylic acid